Dinonylnaphthalenesulfonic acid barium salt [Ba+2].C(CCCCCCCC)C=1C(=C(C2=CC=CC=C2C1)S(=O)(=O)[O-])CCCCCCCCC.C(CCCCCCCC)C=1C(=C(C2=CC=CC=C2C1)S(=O)(=O)[O-])CCCCCCCCC